N-(biphenyl-4-yl)-N-[4-(9-phenyl-9H-carbazole-3-yl)phenyl]-9,9-diphenyl-9H-fluoren-4-amine C1(=CC=C(C=C1)N(C1=CC=CC=2C(C3=CC=CC=C3C12)(C1=CC=CC=C1)C1=CC=CC=C1)C1=CC=C(C=C1)C=1C=CC=2N(C3=CC=CC=C3C2C1)C1=CC=CC=C1)C1=CC=CC=C1